ClC=1C=C(SC1)C=1N(C(SC1N1CCN(CC1)C1CCCCC1)=N)O 4-(4-chlorothien-2-yl)-5-(4-cyclohexylpiperazin-1-yl)-2-iminothiazol-3(2H)-ol